3-[2-[4-[8-chloro-4-(trifluoromethyl)-2-quinolinyl]phenoxy]ethoxy]cyclobutanecarboxylic acid ClC=1C=CC=C2C(=CC(=NC12)C1=CC=C(OCCOC2CC(C2)C(=O)O)C=C1)C(F)(F)F